4,6-dichloro-2-methyl-1-((2-(trimethylsilyl)ethoxy)methyl)-1,2-dihydro-3H-pyrazolo[3,4-b]pyridin-3-one ClC1=C2C(=NC(=C1)Cl)N(N(C2=O)C)COCC[Si](C)(C)C